C(#N)C=CC#N 1,2-dicyanoethylene